N1CC(C1)OC1=CNC=2N=NC(=CC21)C2=C(C=CC=C2)O 2-[5-(azetidin-3-yloxy)-7H-pyrrolo[2,3-c]pyridazin-3-yl]phenol